FC1=CC(=C(C=C1)CN1CC2(CN(C2)C(=O)N2C[C@H](CC2)C2=NN=CN2)C1)C(F)(F)F [6-[[4-Fluoro-2-(trifluoromethyl)phenyl]methyl]-2,6-diazaspiro[3.3]heptan-2-yl]-[(3S)-3-(4H-1,2,4-triazol-3-yl)pyrrolidin-1-yl]methanone